T-Butoxyformylhydrazine C(C)(C)(C)OC(=O)NN